C(#N)C=1N=CC(=NC1)NC1=CC(=C(N=N1)C(NC)=O)NCC1CN(C1)C(=O)OC(C)(C)C tert-butyl 3-((6-(5-cyanopyrazin-2-ylamino)-3-(methylcarbamoyl) pyridazin-4-ylamino)methyl)azetidine-1-carboxylate